ClC1=CC=C(C=C1)C(NC(=O)[C@H]1NC(NC1)=O)C1CC(NCC1)(C)C (4S)-N-((4-chlorophenyl)(2,2-dimethylpiperidin-4-yl)methyl)-2-oxoimidazolidine-4-carboxamide